5-chloro-2-methylpyrazolo[1,5-a]Quinazoline ClC1=NC=2N(C3=CC=CC=C13)N=C(C2)C